N-((7-(5-(difluoromethyl)-1,3,4-oxadiazol-2-yl)imidazo[1,2-a]pyridin-2-yl)methyl)-N-(3-fluorophenyl)-1-(pyrimidin-2-yl)piperidine-4-carboxamide FC(C1=NN=C(O1)C1=CC=2N(C=C1)C=C(N2)CN(C(=O)C2CCN(CC2)C2=NC=CC=N2)C2=CC(=CC=C2)F)F